5-(pentafluorophenyloxy)-3,4-dihydro-1-methyl-2H-pyrrolium hexachloroantimonate Cl[Sb-](Cl)(Cl)(Cl)(Cl)Cl.FC1=C(C(=C(C(=C1OC=1CCC[N+]1C)F)F)F)F